CC=1C(=C2C=NNC2=CC1C)C1=C(C=2N=C(N=C(C2C=N1)N1C[C@@](CCC1)(O)C)OC[C@]12CCCN2C[C@@H](C1)F)F (3R)-1-(7-(5,6-dimethyl-1H-indazol-4-yl)-8-fluoro-2-(((2R,7aS)-2-fluorotetrahydro-1H-pyrrolizin-7a(5H)-yl)methoxy)pyrido[4,3-d]pyrimidin-4-yl)-3-methylpiperidin-3-ol